C(C)N(C(=O)N1C2CC(CC1CNC2)=O)C2=CC=CC=C2 N-ethyl-N-phenyl-3-oxo-7,9-diazabicyclo[3.3.1]Nonane-9-carboxamide